((3,4-dimethoxyphenethyl)amino)-3-phenoxypropan-2-ol COC=1C=C(CCNCC(COC2=CC=CC=C2)O)C=CC1OC